C(CC)OC(CNC(CCCCCCCCCCC)=O)=O lauroyl-glycine normal propyl ester